6,13-dihydroxypentadecene OC(CCCC=C)CCCCCCC(CC)O